2-chloro-4-(5-(1-(5-chloro-2-methoxypyridin-3-ylsulfonyl)-1,2,3,6-tetrahydropyridin-4-yl)-1,3,4-thiadiazol-2-yl)-N,N-dimethylbenzamide ClC1=C(C(=O)N(C)C)C=CC(=C1)C=1SC(=NN1)C=1CCN(CC1)S(=O)(=O)C=1C(=NC=C(C1)Cl)OC